(R)-1'-(5-Amino-1-((S or R)-2-cyclopropyl-1,1,1-trifluoropropan-2-yl)-1H-pyrazole-4-carbonyl)-6-chloro-5-fluorospiro[benzo[d][1,3]oxazine-4,3'-piperidin]-2(1H)-one NC1=C(C=NN1[C@@](C(F)(F)F)(C)C1CC1)C(=O)N1C[C@@]2(CCC1)C1=C(NC(O2)=O)C=CC(=C1F)Cl |o1:6|